(R)-N-(3-((5-(1-amino-8-azaspiro[4.5]decan-8-yl)-[1,2,4]triazolo[4,3-c]pyrimidin-8-yl)thio)-2-chlorophenyl)acryl-amide N[C@@H]1CCCC12CCN(CC2)C2=NC=C(C=1N2C=NN1)SC=1C(=C(C=CC1)NC(C=C)=O)Cl